ethyl 5-bromo-4-methyl-1-(2-trimethylsilylethoxymethyl)pyrazole-3-carboxylate BrC1=C(C(=NN1COCC[Si](C)(C)C)C(=O)OCC)C